lithium methyl benzenedisulfonate C=1(C(=CC=CC1)S(=O)(=O)[O-])S(=O)(=O)OC.[Li+]